5,7-dichloro-2-methyl-pyrazolo[1,5-a]pyrimidine-3-carbonitrile ClC1=NC=2N(C(=C1)Cl)N=C(C2C#N)C